ClC=1N=C(C2=C(N1)N(C=C2)[C@@H]2C[C@@H]([C@H]1OC(O[C@H]12)(C)C)C1=CC(=CC=C1)C=1C=NSC1)NCC1=CC=C(C=C1)OC 2-Chloro-7-((3aS,4R,6R,6aR)-6-(3-(isothiazol-4-yl)phenyl)-2,2-dimethyltetrahydro-4H-cyclopenta[d][1,3]dioxol-4-yl)-N-(4-methoxybenzyl)-7H-pyrrolo[2,3-d]pyrimidin-4-amine